BrC=1C=C2C(=NC1)NC(N2)=O 6-bromo-1,3-dihydro-2H-imidazo[4,5-b]pyridin-2-one